(S)-2-cyclopropyl-10-((2,5-dichloropyrimidin-4-yl)amino)-3,3-difluoro-7-methyl-1,2,3,4-tetrahydro-[1,4]-oxazepino[2,3-c]quinolin-6(7H)-one C1(CC1)[C@@H]1NC2=C(C(N(C=3C=CC(=CC23)NC2=NC(=NC=C2Cl)Cl)C)=O)OCC1(F)F